C(OC=1C(=NC=CC1OC)C(N[C@H](C(=O)N[C@H](C(C1=CC=C(C=C1)OC)C1=CC=C(C=C1)OC)C)CC(C)C)=O)(OCC)=O 2-(((S)-1-(((S)-1,1-bis(4-methoxyphenyl)propan-2-yl)amino)-4-methyl-1-oxopentan-2-yl)carbamoyl)-4-methoxypyridin-3-yl ethyl carbonate